N-[(9-benzyl-beta-carbolin-3-yl)methyl]-9-methyl-beta-carbolin-1-amine C(C1=CC=CC=C1)N1C2=CC=CC=C2C=2C=C(N=CC12)CNC1=NC=CC=2C3=CC=CC=C3N(C12)C